3-(3H-[1,2,3]triazolo[4,5-b]pyridin-5-yl)-N-(4-((benzyloxy)methyl)phenyl)-4-fluorobenzamide N1=NNC2=NC(=CC=C21)C=2C=C(C(=O)NC1=CC=C(C=C1)COCC1=CC=CC=C1)C=CC2F